C(C=1C(C(=O)OCC)=CC=CC1)(=O)OCC phthalic acid, diethyl ester